4-(4-(3-(7H-pyrrolo[2,3-d]pyrimidin-2-yl)-3,8-diazabicyclo[3.2.1]octan-8-yl)-4-oxobutyl)phthalazin-1(2H)-one N1=C(N=CC2=C1NC=C2)N2CC1CCC(C2)N1C(CCCC1=NNC(C2=CC=CC=C12)=O)=O